ClC1=CC(=C2C(=NCN(C2=C1)C1=NC=CN=C1C)NC1(CC1)C#C)OC 7-chloro-4-((1-ethynylcyclopropyl)amino)-5-methoxy-1-(3-methylpyrazin-2-yl)quinazolin